N1N=CC2=CC=C(C=C12)CN(CCC1=CC=C(C=C1)NC(=O)C1=C(C=C(C(=C1)OC)OC)NC(=O)C=1OC2=CC=CC=C2C(C1)=O)CC N-(2-((4-(2-(((1H-Indazol-6-yl)methyl)(ethyl)amino)ethyl)phenyl)carbamoyl)-4,5-dimethoxyphenyl)-4-oxo-4H-chromene-2-carboxamide